tert-butyl N-[(1-cyanocyclopropyl)methyl]-N-methyl-carbamate C(#N)C1(CC1)CN(C(OC(C)(C)C)=O)C